CC1=NC=C(C=N1)C1=CC=2N(N=CC2S1)C(C)=O (5-(2-methylpyrimidin-5-yl)-1H-thieno[3,2-c]pyrazol-1-yl)ethan-1-one